(pyrrolidin-3-yloxy)quinazolin-4-amine hydrochloride Cl.N1CC(CC1)OC1=NC2=CC=CC=C2C(=N1)N